5-(4,4,5,5-tetramethyl-1,3,2-dioxaborolan-2-yl)-1,3-dihydro-2-benzothiophene-2-oxide CC1(OB(OC1(C)C)C1=CC2=C(CS(C2)=O)C=C1)C